C(C)(C)(C)N1C[C@H]2N(C3=C(OC2)C=C(C(=C3)C)N)CC1 |r| (±)-3-(T-butyl)9-methyl-8-amino-1,2,4a,5-tetrahydrobenzo[b]pyrazino[1,2-d][1,4]oxazine